3-Methoxy-N,N-dimethylpropan-1-amine COCCCN(C)C